6-(8-fluoro-2-methylimidazo[1,2-a]pyridin-6-yl)-2-(piperidin-4-yl)-1,3-benzothiazole hydrochloride Cl.FC=1C=2N(C=C(C1)C1=CC3=C(N=C(S3)C3CCNCC3)C=C1)C=C(N2)C